C(C)(C)C=1SC2=C(N1)C(CC1(CCN(CC1)C(=O)C1=CC(=C3C=CC(=NC3=C1)NC)C)C2)=O 2-isopropyl-1'-(5-methyl-2-(methylamino)quinoline-7-carbonyl)-5H-spiro[benzo[d]thiazol-6,4'-piperidin]-4(7H)-one